FC(C1CCC=2N(N=C(C21)C(=O)N2CCC(CC2)O)CC(=O)N2CCN(CC2)C2=C(C(=CC=C2)C)C)F 2-[4-(Difluoromethyl)-3-(4-hydroxypiperidin-1-carbonyl)-5,6-dihydro-4H-cyclopenta[c]pyrazol-1-yl]-1-[4-(2,3-dimethylphenyl)piperazin-1-yl]ethanon